tris[4-(3-methylphenylamino)phenyl]benzene Ethyl-5-(7-methylpyrido[2,3-b]pyrazin-6-yl)-4,5,6,7-tetrahydrothiazolo[5,4-c]pyridine-2-carboxylate C(C)OC(=O)C=1SC=2CN(CCC2N1)C=1C(=CC=2C(=NC=CN2)N1)C.CC=1C=C(C=CC1)NC1=CC=C(C=C1)C=1C(=C(C=CC1)C1=CC=C(C=C1)NC1=CC(=CC=C1)C)C1=CC=C(C=C1)NC1=CC(=CC=C1)C